3,4-dihydro-2H-pyran-6-carboxylic acid hydrate O.O1CCCC=C1C(=O)O